[N+](=O)(O)[O-].NC1=NC(=NC(=C1NC(OC)=O)N)C1=NN(C2=NC=C(C=C21)F)CC2=C(C=CC=C2)F methyl {4,6-diamino-2-[5-fluoro-1-(2-fluorobenzyl)-1H-pyrazolo[3,4-b]pyridin-3-yl]pyrimidin-5-yl}carbamate nitrate